tert-butyl 5-(1-ethoxyvinyl)-6-fluoroindoline-1-carboxylate C(C)OC(=C)C=1C=C2CCN(C2=CC1F)C(=O)OC(C)(C)C